tri(azido)chlorosilane beryllium bis(benzoquinolin-10-olate) N1=CC=CC2=CC=C3C(=C12)C(=CC=C3)[O-].N3=CC=CC1=CC=C2C(=C31)C(=CC=C2)[O-].[Be+2].N(=[N+]=[N-])[Si](Cl)(N=[N+]=[N-])N=[N+]=[N-]